N-(7-chloro-3-(2,6-dichloro-3,5-dimethoxyphenyl)-2,6-naphthyridin-1-yl)sulfonamide ClC1=NC=C2C=C(N=C(C2=C1)NS(=O)=O)C1=C(C(=CC(=C1Cl)OC)OC)Cl